methyl 2-[[2-[1-[(4-methylphenyl)methyl]-5-oxopyrrolidin-2-yl]acetyl]amino]benzoate CC1=CC=C(C=C1)CN1C(CCC1=O)CC(=O)NC1=C(C(=O)OC)C=CC=C1